methyl N-(4-bromo-2,6-dichloro-5-fluoropyridine-3-carbonyl)carbamimidothioate BrC1=C(C(=NC(=C1F)Cl)Cl)C(=O)NC(=N)SC